3-(2,4-dimethoxyphenoxy)-N-(pyridazin-4-yl)-6-(trifluoromethyl)pyridazine-4-carboxamide COC1=C(OC=2N=NC(=CC2C(=O)NC2=CN=NC=C2)C(F)(F)F)C=CC(=C1)OC